3-fluoro-5-(2-hydroxy-prop-2-yl)thiophene-2-sulfonamide FC1=C(SC(=C1)C(C)(C)O)S(=O)(=O)N